dimethyl-bis(N,N-dimethylamino)silane C[Si](N(C)C)(N(C)C)C